monobutyl phosphorothioate (monobutylthiophosphate) C(CCC)S=P(O)(O)O.P(OCCCC)(O)(O)=S